CNC1=CC=C(C=C1)OC1=CC=C(C=C1)NC N-methyl-para-aminophenylether